1,2-di(n-propyl)benzene C(CC)C1=C(C=CC=C1)CCC